Lignoceryl Alcohol C(CCCCCCCCCCCCCCCCCCCCCCC)O